2-chloro-1-(2-fluorophenyl)-3-methylbenzene ClC1=C(C=CC=C1C)C1=C(C=CC=C1)F